FC(C(C(F)(F)F)([C@]1(CN(CC1)C(C)(C)C=1C=NC(=CC1)C)CCC=1SC(=CC1)F)NC(=O)NC1=CC=CC=C1)(F)F |o1:7| (R or S)-1-(1,1,1,3,3,3-hexafluoro-2-(3-(2-(5-fluorothiophen-2-yl)ethyl)-1-(2-(6-methylpyridin-3-yl)propan-2-yl)pyrrolidin-3-yl)propan-2-yl)-3-phenylurea